(2-((1-(2-(isoindolin-2-yl)-7-methyl-4-oxo-4H-pyrido[1,2-a]pyrimidin-9-yl)ethyl)amino)phenyl)(methyl)phosphinic acid C1N(CC2=CC=CC=C12)C=1N=C2N(C(C1)=O)C=C(C=C2C(C)NC2=C(C=CC=C2)P(O)(=O)C)C